1-((5-carbamoyl-1-methyl-1H-pyrrol-3-yl)sulfonyl)-N-(4-(trifluoromethyl)phenyl)piperidine-4-carboxamide C(N)(=O)C1=CC(=CN1C)S(=O)(=O)N1CCC(CC1)C(=O)NC1=CC=C(C=C1)C(F)(F)F